tert-butyl (R)-4-(((S)-1-methoxy-3-methyl-1-oxobutan-2-yl) (methyl) carbamoyl)-3-methylpiperazine-1-carboxylate COC([C@H](C(C)C)N(C(=O)N1[C@@H](CN(CC1)C(=O)OC(C)(C)C)C)C)=O